[K].C1(NC(C2=CC=CC=C12)=O)=O 1H-isoindole-1,3(2H)-dione, potassium salt